C(C)(C)(C)O[C@H](C(=O)O)C1=C(C2=C(N=C(S2)C=2C=C3C(=NN(C3=CC2)C)N2CCN(CC2)C2(COC2)C)C=C1C)C1=CC=C(C=C1)Cl (S)-2-(tert-butoxy)-2-(7-(4-chlorophenyl)-5-methyl-2-(1-methyl-3-(4-(3-methyloxetan-3-yl)piperazin-1-yl)-1H-indazol-5-yl)benzo[d]thiazol-6-yl)acetic acid